COCCNCCCCCCCC1=NC=CC=C1 2-(5-aza-2-oxadodecane-12-yl)pyridine